1-(1-(3,4-dichlorophenyl)cyclobutyl)-N,N,4-trimethylpentane-1-amine ClC=1C=C(C=CC1Cl)C1(CCC1)C(CCC(C)C)N(C)C